C(C)(C)(C)OC(=O)NC=1C(=NC=CC1)C1(C=NNN1C)C(=O)O 5-((tert-butoxycarbonyl)aminopyridin-2-yl)-1-methyl-1H-1,2,3-triazole-5-carboxylic acid